5-chloro-N-(3-chloro-5-(2-oxopyrrolidin-1-yl)phenyl)-2-(1,1-dioxidoisothiazolidin-2-yl)isonicotinamide ClC1=CN=C(C=C1C(=O)NC1=CC(=CC(=C1)N1C(CCC1)=O)Cl)N1S(CCC1)(=O)=O